FC(OC1=C(C(=C(C=C1)C1=CN=C2N1C=CN=C2NC2=CC(=C(C(=O)NCC1(CNC1)O)C=C2)CC)F)F)F 4-[[3-[4-(Difluoromethoxy)-2,3-difluorophenyl]imidazo[1,2-a]pyrazin-8-yl]amino]-2-ethyl-N-[(3-hydroxyazetidin-3-yl)methyl]benzamid